FC1=C(C=CC=C1)C1=C(C(=NC=C1)N1CC2(COC2)C1)NC(=O)C=1C=NN(C1)C N-(4-(2-fluorophenyl)-2-(2-oxa-6-azaspiro[3.3]heptan-6-yl)pyridin-3-yl)-1-methyl-1H-pyrazole-4-carboxamide